2-methoxy-6-(prop-1-en-2-yl)quinoline-3-carboxylic acid COC1=NC2=CC=C(C=C2C=C1C(=O)O)C(=C)C